CC(CCOC(CC(=O)O)OCCC(CCCC(C)C)C)CCCC(C)C 3,3-bis((3,7-dimethyloctyl)oxy)propanoic acid